N1=C(N=CC=2CN=CC3=C(C21)C=CN3)N 5,8-dihydropyrimido[5,4-c]pyrrolo[3,2-e]azepin-2-amine